C(C)(C)(C)OC(=O)N[C@@H](CC1=CC=CC=C1)C(=O)OC[C@H]1O[C@@]([C@@H]([C@@H]1OC(CC1CCCCC1)=O)O)(C#N)C1=CC=C2C(=NC=NN21)N ((2R,3S,4R,5R)-5-(4-aminopyrrolo[2,1-f][1,2,4]triazin-7-yl)-5-cyano-3-(2-cyclohexylacetoxy)-4-hydroxytetrahydrofuran-2-yl)methyl (tert-butoxycarbonyl)-L-phenylalaninate